1-(5-chloro-3-fluoropyridin-2-yl)-3-(tetrahydro-2H-pyran-4-yl)-4-(4-(trifluoromethyl)benzyl)piperazine-2,5-dione ClC=1C=C(C(=NC1)N1C(C(N(C(C1)=O)CC1=CC=C(C=C1)C(F)(F)F)C1CCOCC1)=O)F